O-((2-oxabicyclo[2.2.2]octan-4-yl)methyl)-N-(((4-nitrobenzyl)oxy)carbonyl)-L-threonine C12OCC(CC1)(CC2)CO[C@@H]([C@H](NC(=O)OCC2=CC=C(C=C2)[N+](=O)[O-])C(=O)O)C